3-(tritylthio)propane-1-sulfonamide C(C1=CC=CC=C1)(C1=CC=CC=C1)(C1=CC=CC=C1)SCCCS(=O)(=O)N